C1=CC=CC=2C3=CC=CC=C3C(C12)COC(=O)NC(C(=O)OC(C)(C)C)CCC1=C(C=CC=C1)C(F)(F)F tert-Butyl 2-((((9H-fluoren-9-yl)methoxy) carbonyl)amino)-4-(2-(trifluoromethyl) phenyl)butanoate